C(#N)C=1C=CC(=NC1)N1N=CN=C1[C@H](C)NC1=C(C=NC2=C(C=C(C=C12)C(F)(F)F)C(F)(F)F)C#N 4-[[(1S)-1-[2-(5-cyano-2-pyridyl)-1,2,4-triazol-3-yl]ethyl]amino]-6,8-bis(trifluoromethyl)quinoline-3-carbonitrile